4,6-dichloro-3-(2'-fluoro-[1,1'-biphenyl]-4-yl)-7-methoxy-2-methylquinoline ClC1=C(C(=NC2=CC(=C(C=C12)Cl)OC)C)C1=CC=C(C=C1)C1=C(C=CC=C1)F